C(C)(C)(C)OC(=O)[C@]1(C[C@H](N(CC1)CCC1=C(C(=CC=C1)Cl)F)C)CC1=NC(=CC=C1F)NC1=NN(C(=C1)C)C(C)(C)C (2R,4R)-4-((6-((1-(tert-butyl)-5-methyl-1H-pyrazol-3-yl)amino)-3-fluoropyridin-2-yl)methyl)-1-(3-chloro-2-fluorophenethyl)-2-methylpiperidine-4-carboxylic acid tert-butyl ester